1-(2-((tert-butyldimethylsilyl)oxy)ethyl)-3-methyl-4-(4,4,5,5-tetramethyl-1,3,2-dioxaborolan-2-yl)-1H-pyrazole [Si](C)(C)(C(C)(C)C)OCCN1N=C(C(=C1)B1OC(C(O1)(C)C)(C)C)C